[Na+].[Na+].C(CCC)C1CC(C(CC1)C(=O)[O-])C(=O)[O-] 4-n-butylcyclohexane-1,2-dicarboxylic acid disodium salt